SCC1SCC(SC1)CS 2,5-bis(mercaptomethyl)-1,4-dithiacyclohexane